[Na].OCC(CO)(CO)NCCS(=O)(=O)O 2-[(tris(hydroxymethyl)methyl)amino]-1-ethanesulfonic acid sodium